p-nitrobenzylalcohol C1=CC(=CC=C1CO)[N+](=O)[O-]